C1(=CC=CC=C1)[C@H]1CC[C@H](CC1)OC[C@@H]1N(CCC[C@@H]1C1=NNC=C1)C(=O)OC[C@H](CC)C (S)-2-methylbutyl (CIS)-2-((((CIS)-4-phenylcyclohexyl)oxy)methyl)-3-(1H-pyrazol-3-yl)piperidine-1-carboxylate